C1=CC=CONC=C1 oxazocine